6α-fluoro-11β,21-dihydroxypregna-1,4-diene-3,20-dione F[C@H]1C[C@H]2[C@@H]3CC[C@H](C(CO)=O)[C@]3(C[C@@H]([C@@H]2[C@]2(C=CC(C=C12)=O)C)O)C